N-(α-trimethylammonioacetyl)didodecyl-D-glutamate C[N+](CC(=O)N([C@](CCC(=O)[O-])(C(=O)[O-])CCCCCCCCCCCC)CCCCCCCCCCCC)(C)C